O1C(CCCC1)O[C@@H](C)C=1N(C=CN1)CC1=NOC=C1 3-((2-((1S)-1-((tetrahydro-2H-pyran-2-yl)oxy)ethyl)-1H-imidazol-1-yl)methyl)isoxazole